(2,5-dichloropyrimidin-4-yl)benzoic acid methyl ester COC(C1=C(C=CC=C1)C1=NC(=NC=C1Cl)Cl)=O